N-((2-(((cyclobutylmethyl)amino)methyl)-1H-indol-6-yl)methyl)pyrazolo[1,5-a]pyrido[2,3-e]pyrazine-8-carboxamide C1(CCC1)CNCC=1NC2=CC(=CC=C2C1)CNC(=O)C1=CC2=C(N=CC=3N2N=CC3)N=C1